2-methoxy-5-morpholino-N-(3-(trifluoromethoxy)propyl)-1H-benzo[d]imidazole-1-carboxamide COC1=NC2=C(N1C(=O)NCCCOC(F)(F)F)C=CC(=C2)N2CCOCC2